2-(2,6-Dimethylpyridin-4-yl)imidazo[1,2-a]pyrimidine CC1=NC(=CC(=C1)C=1N=C2N(C=CC=N2)C1)C